N-methyl-N-(2,2,6,6-tetramethylpiperidin-4-yl)-7-(2H-1,2,3-triazol-4-yl)-5H-isochromeno[3,4-d]thiazol-2-amine CN(C=1SC2=C(N1)OCC=1C=C(C=CC12)C1=NNN=C1)C1CC(NC(C1)(C)C)(C)C